NC(C(=O)NC1=CC=C2C(C=C(N(C2=C1)C)C(F)(F)F)=O)(C)C amino-2-methyl-N-(1-methyl-4-oxo-2-(trifluoromethyl)-1,4-dihydroquinolin-7-yl)propionamide